4-methyl-3-((1-(3-(3-phenyl-1H-pyrazol-5-yl)phenyl)ethyl)thio)-4H-1,2,4-triazole CN1C(=NN=C1)SC(C)C1=CC(=CC=C1)C1=CC(=NN1)C1=CC=CC=C1